trans-6-[1-[1-(3-aminocyclobutyl)-4-piperidyl]-5-methyl-pyrazol-4-yl]-4-methoxy-pyrazolo[1,5-a]pyridine-3-carbonitrile N[C@@H]1C[C@H](C1)N1CCC(CC1)N1N=CC(=C1C)C=1C=C(C=2N(C1)N=CC2C#N)OC